BrC=1C=C(C(=NC1)N1CCC(CC1)(F)F)F 5-Bromo-2-(4,4-difluoropiperidin-1-yl)-3-fluoropyridine